BrC=1C(=C(C=NC1)N)NC1CCOCC1 5-bromo-N4-(tetrahydro-2H-pyran-4-yl)pyridine-3,4-diamine